2-(2-methoxyethyl)-4,5-difluoro-8H-dibenzo[3,4:6,7]cyclohepta[1,2-b]thiophen-8-one COCCC1=CC2=C(S1)C1=C(C(C3=C2C(=C(C=C3)F)F)=O)C=CC=C1